N-(6-(difluoromethyl)pyridin-2-yl)-2-(3-hydroxy-3-methylbutyl)-6-isopropoxy-2H-indazole FC(C1=CC=CC(=N1)N1N(CC2=CC=C(C=C12)OC(C)C)CCC(C)(C)O)F